The molecule is an epoxy fatty acid consisting of (4Z,7Z,9E,11E,16Z,19Z)-docosahexaenoic acid having an epoxy group at the 13,14-position. An intermediate lipid in specialized proresolving mediators It has a role as a human xenobiotic metabolite. It is an epoxy fatty acid, a long-chain fatty acid and a polyunsaturated fatty acid. It is a conjugate acid of a (13S,14S)-epoxy-(4Z,7Z,9E,11E,16Z,19Z)-docosahexaenoate. CC/C=C\\C/C=C\\C[C@H]1[C@@H](O1)/C=C/C=C/C=C\\C/C=C\\CCC(=O)O